4-fluoro-2-(1-oxo-1-((2,2,2-trifluoroethyl)amino)propan-2-yl)benzoic acid FC1=CC(=C(C(=O)O)C=C1)C(C(NCC(F)(F)F)=O)C